FC(C(=O)O)(F)F.CC1(CC2CNC1C2)O 6-methyl-2-azabicyclo[2.2.1]heptan-6-ol 2,2,2-trifluoroacetate